(dimethylfluorenyl)[di(phenyl)triazineylpyridyl]dibenzothiophene CC=1C(=C(C=2CC3=CC=CC=C3C2C1)C1=C(C2=C(SC3=C2C=CC=C3)C=C1)C1=NC=C(C(=C1C1=NN=NC=C1)C1=CC=CC=C1)C1=CC=CC=C1)C